BrC1=CC(=CC2=CC=CC=C12)S(=O)(=O)C 1-bromo-3-(methylsulfonyl)naphthalene